FC1(C(CNCC1)C=1C(=C2COC(C2=CC1)=O)C)F 5-(4,4-difluoropiperidin-3-yl)-4-methylisobenzofuran-1(3H)-one